6-n-octylaminouracil C(CCCCCCC)NC1=CC(NC(N1)=O)=O